[1-[[(2-chloro-6-nitrophenyl)amino]mercaptomethylene]-2-oxopropyl]-3-chlorobenzonitrile potassium salt [K].ClC1=C(C(=CC=C1)[N+](=O)[O-])NSC=C(C(C)=O)C1=C(C#N)C=CC=C1Cl